C(C)(C)(C)OC(=O)NC1CCC(CC1)C(=O)NCCOC1=CC=C(C=C1)C1=C(C(=O)O)C=CN=C1 3-(4-(2-((1r,4r)-4-((tert-butoxycarbonyl)amino)cyclohexanecarboxamido)ethoxy)phenyl)isonicotinic acid